2-(4-cyanoanilino)-4-chloro-pyrimidine C(#N)C1=CC=C(NC2=NC=CC(=N2)Cl)C=C1